C(C)(C)(C)OC(=O)NC(C(=O)O)C1=CC=C(C=C1)Br 2-(tert-butoxycarbonyl-amino)-2-(4-bromophenyl)acetic acid